tert-Butyl 4-(3-aminopropyl)-2,2-dimethyl-pyrrolidine-1-carboxylate NCCCC1CC(N(C1)C(=O)OC(C)(C)C)(C)C